FC1(CCC(CC1)[C@@H](C=1N=C2N(N=CC(=C2)CN2C(NCC(C2)(C)C)=O)C1)NC(OC(C)(C)C)=O)F tert-butyl (S)-((4,4-difluorocyclohexyl)(7-((5,5-dimethyl-2-oxotetrahydropyrimidin-1(2H)-yl)methyl)imidazo[1,2-b]pyridazin-2-yl)methyl)carbamate